(2S)-2-(9H-fluoren-9-yl-methoxycarbonylamino)-3-phenylpropanoic acid C1=CC=CC=2C3=CC=CC=C3C(C12)N([C@H](C(=O)O)CC1=CC=CC=C1)C(=O)OC